2-[(S)-2,2-dimethyl-1,3-dioxolan-4-yl]ethanol CC1(OC[C@@H](O1)CCO)C